(cyclopentyldimethylsilyl)-5-aza-2'-deoxycytidine C1(CCCC1)[Si](C)(C)[C@@]1(C[C@H](O)[C@@H](CO)O1)N1C(=O)N=C(N)N=C1